(2-bromoethoxy)-1-azabenzanthrone BrCCOC1=NC=2C3=CC=CC=C3C(C3=CC=CC(=C1)C23)=O